decanedioic acid bis(2,2,6,6-tetramethyl-1-(octyloxy)-4-piperidinyl)ester CC1(N(C(CC(C1)OC(CCCCCCCCC(=O)OC1CC(N(C(C1)(C)C)OCCCCCCCC)(C)C)=O)(C)C)OCCCCCCCC)C